1-(tert-amyl)piperidine-2,4-dione C(C)(C)(CC)N1C(CC(CC1)=O)=O